C(C)(C)(C)OC(=O)N1[C@@H](CCC1)C1=C2CCN(CC2=CC(=C1)C=1C=C2C(=NC1)NC=C2C)C(=O)OC (S)-methyl 5-(1-(tert-butoxycarbonyl)pyrrolidin-2-yl)-7-(3-methyl-1H-pyrrolo[2,3-b]pyridin-5-yl)-3,4-dihydroisoquinoline-2(1H)-carboxylate